FC(CN1C(=NC2=C1C=C(C=C2F)C=2C=CN1N=C(N=C(C12)OC)N[C@@H]1[C@@H](CN(CC1)C1(COC1)C)F)C)F 5-(1-(2,2-difluoroethyl)-4-fluoro-2-methyl-1H-benzo[d]imidazol-6-yl)-N-((3R,4S)-3-fluoro-1-(3-methyloxetan-3-yl)piperidin-4-yl)-4-methoxypyrrolo[2,1-f][1,2,4]triazin-2-amine